6-methoxy-N-(3-acetamido-4-methoxyphenyl)-4-trifluoromethylquinolin-2-amine COC=1C=C2C(=CC(=NC2=CC1)NC1=CC(=C(C=C1)OC)NC(C)=O)C(F)(F)F